N1N=CC=2C1=NC=C(C2)C(=O)NCC2CC21CCCCN1C(=O)OC(C)(C)C tert-butyl 2-[(1H-pyrazolo[3,4-b]pyridine-5-carbonylamino)methyl]-8-azaspiro[2.5]octane-8-carboxylate